C1(=CC=CC=C1)C1CC(OC1)C(=O)N 4-phenyloxolane-2-carboxamide